phenylbutyric acid sodium salt C1=CC=C(C=C1)CCCC(=O)[O-].[Na+]